ethylendiaminetetraacetic acid sodium salt [Na+].C(CN(CC(=O)[O-])CC(=O)[O-])N(CC(=O)[O-])CC(=O)[O-].[Na+].[Na+].[Na+]